N[C@H]1CC(C[C@H]1CC)NC(OCC1=CC=CC=C1)=O benzyl ((3S,4R)-3-amino-4-ethylcyclopentyl)carbamate